CS(=O)(=O)OC1C(N(C1)C(C1=CC=CC=C1)C1=CC=CC=C1)C 1-benzhydryl-2-methylazetidin-3-yl methanesulfonate